(E)-3-[3-(Oxan-2-yloxy)phenyl]-1-[4-(oxan-2-yloxy)phenyl]prop-2-en-1-one O1C(CCCC1)OC=1C=C(C=CC1)/C=C/C(=O)C1=CC=C(C=C1)OC1OCCCC1